ClC1=C(C=CC(=C1)C(F)(F)F)NC(CN1C(=C(C(C=2C1=NC(=CN2)C)=O)N2CCN(CC2)C(C2=C(C(=NC=C2)OC)O)=O)CC)=O N-(2-chloro-4-(trifluoromethyl)phenyl)-2-(6-ethyl-7-(4-(3-hydroxy-2-methoxyisonicotinoyl)piperazin-1-yl)-3-methyl-8-oxopyrido[2,3-b]pyrazin-5(8H)-yl)acetamide